methylphosphonothioate (methyl phosphorothioate) CS=P(O)(O)O.CP(O)(O)=S